C(C)(C)(C)S(=O)N tert-Butylsulfinamid